1-(4-fluorophenyl)-1,2-dihydro-6-methyl-2-oxo-3-pyridinecarboxylic acid FC1=CC=C(C=C1)N1C(C(=CC=C1C)C(=O)O)=O